5-bromo-2-ethylbenzo[d]thiazole BrC=1C=CC2=C(N=C(S2)CC)C1